2-hydroxy-3-(3-indolyl)propanoic acid OC(C(=O)O)CC1=CNC2=CC=CC=C12